methyl 6-amino-5-fluoronicotinate hydrochloride Cl.NC1=NC=C(C(=O)OC)C=C1F